hexamethyleneiminopropyl mercaptan N1(CCCCCC1)CCCS